[3-(phenylamino)propyl]triethoxysilane C1(=CC=CC=C1)NCCC[Si](OCC)(OCC)OCC